tert-butyl N-[(3R)-5-[(4-chlorophenyl)methyl]-7-[5-[(1-cyano-1-methyl-ethyl)amino]-1,3,4-oxadiazol-2-yl]-8-fluoro-1,1,4-trioxo-2,3-dihydro-1λ6,5-benzothiazepin-3-yl]carbamate ClC1=CC=C(C=C1)CN1C([C@H](CS(C2=C1C=C(C(=C2)F)C=2OC(=NN2)NC(C)(C)C#N)(=O)=O)NC(OC(C)(C)C)=O)=O